(R)-((1s,2R,3s,5s,7R)-1,5-dichloroadamantan-2-yl)(phenyl)methanamine hydrochloride Cl.Cl[C@@]12[C@H]([C@@H]3C[C@@](C[C@H](C1)C3)(C2)Cl)[C@@H](N)C2=CC=CC=C2